C(C)OC(CC(CCC=1N=NN(C1)CC)C1=C2CCN(CC2=CC=C1)C(C1=CC=C(C=C1)OC)=O)=O 3-[(2-(4-methoxybenzoyl)-1,2,3,4-tetrahydroisoquinolin-5-yl)]-5-(1-ethyl-1H-1,2,3-triazol-4-yl)pentanoic acid ethyl ester